6-(2,6-Dimethylmorpholino)-2-methyl-N-(6-(5-(2-methylpyridin-4-ylamino)-1H-benzo[d]imidazol-2-yl)pyridin-3-yl)quinolin-4-amine CC1OC(CN(C1)C=1C=C2C(=CC(=NC2=CC1)C)NC=1C=NC(=CC1)C1=NC2=C(N1)C=CC(=C2)NC2=CC(=NC=C2)C)C